5-Fluoro-6-((((1S,2R,4S)-2-hydroxy-4-(((2-methylbenzo[d]oxazol-7-yl)methyl)amino)cyclohexyl)amino)methyl)-1,3-dimethyl-1,3-dihydro-2H-benzo[d]imidazol-2-one FC1=CC2=C(N(C(N2C)=O)C)C=C1CN[C@@H]1[C@@H](C[C@H](CC1)NCC1=CC=CC=2N=C(OC21)C)O